C(C)(C)NC(O[C@@H]1CO[C@@H](C1)C=1C=NC(=NC1)NC1=CC(=CC=C1)OCCN(C)C)=O (3S,5S)-5-[2-({3-[2-(dimethylamino)ethoxy]phenyl}amino)pyrimidin-5-yl]oxolan-3-yl N-isopropylcarbamate